4-(1-(3,4-Difluoro-5-hydroxy-phenyl)-1H-indazol-5-yl)-1-(methylsulfonyl)piperidine-4-carbonitrile FC=1C=C(C=C(C1F)O)N1N=CC2=CC(=CC=C12)C1(CCN(CC1)S(=O)(=O)C)C#N